8-(t-butyl) 3-benzyl (1S,2S,5R)-2-formyl-3,8-diazabicyclo[3.2.1]octane-3,8-dicarboxylate C(=O)[C@@H]1[C@@H]2CC[C@H](CN1C(=O)OCC1=CC=CC=C1)N2C(=O)OC(C)(C)C